C(C)OC(=O)C1=NOC=C1C1=CC=C(C=C1)Br 4-(4-bromophenyl)isoxazole-3-carboxylic acid ethyl ester